FC1=CC=C(C=C1)N1N=C2C=C3CCN(C[C@]3(CC2=C1)C(=O)OC)C(=O)OC(C)(C)C 6-(tert-butyl) 4a-methyl (R)-2-(4-fluorophenyl)-2,4,7,8-tetrahydro-6H-pyrazolo[3,4-g]isoquinoline-4a,6(5H)-dicarboxylate